CN(C(CCC=O)CCCCCCCC)C 4-dimethylaminolauraldehyde